(4-iodo-2-(((1-((3,5,6-trimethylpyrazin-2-yl)methyl)-1H-1,2,3-triazol-4-yl)methyl)carbamoyl)phenyl)pentyl 2-morpholinoacetate O1CCN(CC1)CC(=O)OCCCCCC1=C(C=C(C=C1)I)C(NCC=1N=NN(C1)CC1=NC(=C(N=C1C)C)C)=O